tert-Butyl 4-[4-[3-cyano-4-[1-(1-methylpyrrolo[2,3-c]pyridin-4-yl)ethoxy]pyrazolo[1,5-a]pyridin-6-yl]-5-methyl-triazol-1-yl]piperidine-1-carboxylate C(#N)C=1C=NN2C1C(=CC(=C2)C=2N=NN(C2C)C2CCN(CC2)C(=O)OC(C)(C)C)OC(C)C2=C1C(=CN=C2)N(C=C1)C